trifluoromethyl-2-benzothiophene FC(F)(F)C=1SC=C2C1C=CC=C2